3-bromo-1,1-difluoro-cyclobutane BrC1CC(C1)(F)F